(S)-2-(3'-((1-acryloylpyrrolidin-2-yl)methoxy)-2'-amino-3-methyl-[4,4'-bipyridin]-2-yl)-7,7-dimethyl-3,4,7,8-tetrahydro-2H-cyclopenta[4,5]pyrrolo[1,2-a]pyrazin-1(6H)-one C(C=C)(=O)N1[C@@H](CCC1)COC=1C(=NC=CC1C1=C(C(=NC=C1)N1C(C=2N(CC1)C1=C(C2)CC(C1)(C)C)=O)C)N